CN1N=C2C=C(C=CC2=C1C)NC1=NC=CC(=N1)NC=1C=CC2=C(N(N=C2C1)C)C N2,N4-Bis(2,3-dimethyl-2H-indazol-6-yl)pyrimidine-2,4-diamine